OC=1C=C(C2=C(OC(OC2=O)CC(C)=O)C1C1=C(C=CC(=C1)C)C(=C)C)CCCCC 7-hydroxy-8-(5-methyl-2-(prop-1-en-2-yl)phenyl)-2-(2-oxopropyl)-5-pentyl-4H-benzo[d][1,3]dioxin-4-one